1,1'-((5-((Benzyloxy)carbonyl)-[1,1'-biphenyl]-3,4'-diyl)bis(oxy))di(2-oxo-6,9,12,15-tetraoxa-3-azaoctadecane-18-oic acid) C(C1=CC=CC=C1)OC(=O)C=1C=C(C=C(C1)C1=CC=C(C=C1)OCC(NCCOCCOCCOCCOCCC(=O)O)=O)OCC(NCCOCCOCCOCCOCCC(=O)O)=O